(6-(3-(3-methylpyridin-4-yl)imidazo[1,2-a]pyrimidin-2-yl)-2,3-dihydro-4H-benzo[b][1,4]oxazin-4-yl)ethan-1-one CC=1C=NC=CC1C1=C(N=C2N1C=CC=N2)C2=CC1=C(OCCN1C(C)=O)C=C2